6-chloro-4-oxo-N-[rac-(3R,6S)-6-({[4-(trifluoromethyl)phenyl]methyl}carbamoyl)oxan-3-yl]-3,4-dihydro-2H-1-benzopyran-2-carboxamide ClC=1C=CC2=C(C(CC(O2)C(=O)N[C@H]2CO[C@@H](CC2)C(NCC2=CC=C(C=C2)C(F)(F)F)=O)=O)C1 |r|